[6-amino-7-carbamoyl-5-(3-methoxy-2,6-dimethyl-phenyl)pyrrolo[2,3-b]pyrazin-2-yl] trifluoromethanesulfonate FC(S(=O)(=O)OC=1N=C2C(=NC1)N(C(=C2C(N)=O)N)C2=C(C(=CC=C2C)OC)C)(F)F